N1[C@H](CCC1)COC=1C=NC=CC1C1=CC=2C(NCCC2N1)=O 2-{3-[(2R)-pyrrolidin-2-ylmethoxy]pyridin-4-yl}-1H,5H,6H,7H-pyrrolo[3,2-c]pyridin-4-one